N-(para-chloro-meta-methylphenyl)fumaric acid amide ClC1=C(C=C(C=C1)NC(\C=C\C(=O)O)=O)C